ClC1=C(OCC=2C=C(C(=O)N3CCN(CC3)CC3=NC4=C(N3CC3=CN=CN3CC)C=C(C=C4)C(=O)O)C=CC2)C=CC(=C1)C 2-[(4-{3-[(2-chloro-4-methylphenoxy)methyl]benzoyl}piperazin-1-yl)methyl]-1-[(1-ethyl-1H-imidazol-5-yl)methyl]-1H-1,3-benzodiazole-6-carboxylic acid